methyl 2-((3-chloro-4-fluoro-2-formylphenyl)amino)-5-fluoro-4-(trifluoromethyl)benzoate ClC=1C(=C(C=CC1F)NC1=C(C(=O)OC)C=C(C(=C1)C(F)(F)F)F)C=O